C(=O)(O)C(O)C(O)C(=O)O.BrC=1NC2=CC=CC=3C4=C[C@H](CN([C@@H]4CC1C32)CCC(F)(F)F)C(=O)N(CC)CC.BrC=3NC2=CC=CC=1C4=C[C@H](CN([C@@H]4CC3C12)CCC(F)(F)F)C(=O)N(CC)CC (6aR,9R)-5-bromo-N,N-diethyl-7-(3,3,3-trifluoropropyl)-4,6,6a,7,8,9-hexahydroindolo[4,3-fg]quinoline-9-carboxamide hemitartrate